N-ethyl-2-((5-(2-((3x-s,5r)-6-(ethyl-(methyl)amino)-5-hydroxy-2-methylhex-3-yl)-2,6-diazaspiro[3.4]oct-6-yl)-1,2,4-triazin-6-yl)oxy)-5-fluoro-N-isopropylbenzamide C(C)N(C(C1=C(C=CC(=C1)F)OC1=C(N=CN=N1)N1CC2(CN(C2)C(C(C)C)C[C@H](CN(C)CC)O)CC1)=O)C(C)C